C1(=CC=CC=C1)[B-](C1=CC=CC=C1)(C1=CC=CC=C1)C1=CC=CC=C1.COC1=C(C=CC=C1)[S+](C1=CC=C(C=C1)C1=CC=CC=C1)C1=CC(=C(C=C1)SC1=CC=C(C=C1)C1=CC=CC=C1)OC (2-methoxy)phenyl-[4-(4-biphenylylthio)-3-methoxyphenyl]4-biphenylylsulfonium tetraphenylborate